ClC=1C=CC(=C2C(CCSC12)=O)OCCN(C)C 8-chloro-5-(2-(dimethylamino)ethoxy)thiochroman-4-one